C(C1=CC=CC=C1)OC=1C=C2CCN3[C@@H](C2=CC1OC)CC([C@@H](C3)CC(C)(C)C)=O (3R,11bR)-9-(benzyloxy)-10-methoxy-3-neopentyl-1,3,4,6,7,11b-hexahydro-2H-pyrido[2,1-a]isoquinolin-2-one